FC1=CC(=C(OC=2N=NC=C(C2C(=O)NC2=CC(=CC=C2)S(=O)(=N)C)C)C=C1)C 3-(4-fluoro-2-methyl-phenoxy)-5-methyl-N-[3-(methylsulfonimidoyl)phenyl]pyridazine-4-carboxamide